N-[[6-(3,3-dimethylbutyl)-6-azaspiro[2.5]octan-2-yl]methyl]-6-(1,3-dimethylpyrazol-4-yl)pyridazin-3-amine CC(CCN1CCC2(C(C2)CNC=2N=NC(=CC2)C=2C(=NN(C2)C)C)CC1)(C)C